FC1(CCC2=C1N=C(N=C2C=2C=C(C=CC2)N=S(=O)(C)C)N2[C@H]([C@@H](C2)O)C)F ((3-(7,7-difluoro-2-((2S,3R)-3-hydroxy-2-methylazetidin-1-yl)-6,7-dihydro-5H-cyclopenta[d]pyrimidin-4-yl)phenyl)imino)dimethyl-λ6-sulfanone